3-(4-bromobenzyl)-5-((benzoyl)methylene)oxazolidin-2-one BrC1=CC=C(CN2C(OC(C2)=CC(C2=CC=CC=C2)=O)=O)C=C1